CN1CCN(CC1)CC=1C=C(C=CC1)CN (3-((4-methylpiperazin-1-yl)methyl)phenyl)methylamine